C(C)(C)[C@H]1CO[C@@]23CCN(C[C@H]3CCC(N21)=O)CC=2C=NC=CC2 (3S,7aR,11aR)-3-isopropyl-9-(3-pyridylmethyl)-2,3,6,7,7a,8,10,11-octahydrooxazolo[2,3-j][1,6]naphthyridin-5-one